C1=CC=CC=2C3=CC=CC=C3C(=CC12)C1=CC=C(C=C1)C=1C=CC=2N(C3=CC=CC=C3C2C1)C1=CC=CC=C1 3-[4-(9-phenanthryl)phenyl]-9-phenyl-9H-carbazole